tert-butyl 3-(((benzyloxy)carbonyl)amino)-5-(3-oxocyclopentyl)-1H-pyrazole-1-carboxylate C(C1=CC=CC=C1)OC(=O)NC1=NN(C(=C1)C1CC(CC1)=O)C(=O)OC(C)(C)C